(1R,2S,5S)-N-((S)-1-amino-1-oxo-3-((S)-2-oxopiperidin-3-yl)propan-2-yl)-3-((S)-2-(2,2-difluoroacetamido)-3,3-dimethylbutanoyl)-6,6-dimethyl-3-azabicyclo[3.1.0]hexane-2-carboxamide NC([C@H](C[C@H]1C(NCCC1)=O)NC(=O)[C@@H]1[C@H]2C([C@H]2CN1C([C@H](C(C)(C)C)NC(C(F)F)=O)=O)(C)C)=O